C(C1=CC=CC=C1)O[C@@H]1[C@@H](CO[C@@H]([C@@H]1OCC1=CC=CC=C1)COCC1=CC=CC=C1)CC#N 2-((3R,4R,5R,6R)-4,5-bis(benzyloxy)-6-((benzyloxy)methyl)tetrahydro-2H-pyran-3-yl)acetonitrile